COC(=O)N1C[C@@H](OCC1)CC1=C(N=C2N1C=CC(=C2)C)C2=C(C=C(C=C2)S(N(CC2=CC=C(C=C2)OC)CC2=CC=C(C=C2)OC)(=O)=O)C(F)(F)F (S)-2-((2-(4-(N,N-bis(4-methoxybenzyl)sulfamoyl)-2-(trifluoromethyl)phenyl)-7-methylimidazo[1,2-a]pyridin-3-yl)methyl)morpholine-4-carboxylic acid methyl ester